C(C)(C)C1=C(C=CC=C1)C1(CC1)C=1C(=C(C(=O)N)C=CC1)C (1-(2-isopropylphenyl)cyclopropyl)-2-methylbenzamide